CC1=NN2C(=NC(=CC2=N1)NC(=O)OC(C)(C)C)C1=CC=C(C=C1)S(=O)(=O)O 4-[2-methyl-7-[(2-methylpropan-2-yl)oxycarbonylamino]-[1,2,4]triazolo[1,5-c]pyrimidin-5-yl]benzenesulfonic acid